N[C@@H](CO)[C@@H](CCCC(=O)C1=CN=C2C(=N1)N(C(=C2)C2(CC2)C(F)(F)F)C)CCC(F)(F)F (5S)-5-[(1R)-1-amino-2-hydroxy-ethyl]-8,8,8-trifluoro-1-[5-methyl-6-[1-(trifluoromethyl)cyclopropyl]pyrrolo[2,3-b]pyrazin-3-yl]octan-1-one